F[C@]1([C@@H]([C@@H](N(C1=O)C=1C=C2C=NN(C2=CC1)C1=CC=C(C=C1)F)C1=CC=CC=C1)C1(CC1)C(=O)N)C ((2R,3R,4S)-4-fluoro-1-(1-(4-fluorophenyl)-1H-indazol-5-yl)-4-methyl-5-oxo-2-phenylpyrrolidin-3-yl)cyclopropanecarboxamide